piperazinyl methyl dipropionate C(CC)(=O)ON1CCNCC1.C(CC)(=O)OC